1-(7-bromo-3-oxo-1,2-dihydroisoindol-5-yl)-2-[(tert-butyldiphenylsilyl)oxy]ethyl methanesulfonate CS(=O)(=O)OC(CO[Si](C1=CC=CC=C1)(C1=CC=CC=C1)C(C)(C)C)C=1C=C2C(NCC2=C(C1)Br)=O